BrC=1C(=C2C=NC(=NN2C1C1C(C1)(F)F)N[C@H]1[C@@H](CN(CC1)S(=O)(=O)C)F)F 6-bromo-7-(2,2-difluorocyclopropyl)-5-fluoro-N-((3R,4R)-3-fluoro-1-(methylsulfonyl)piperidin-4-yl)pyrrolo[2,1-f][1,2,4]triazin-2-amine